2-[(5-bromobenzotriazol-1-yl)methoxy]ethyl-trimethyl-silane BrC1=CC2=C(N(N=N2)COCC[Si](C)(C)C)C=C1